N1N=CC2=CC(=CC=C12)NC1=NC(=NC=C1)C1=CC=C2C=C(NC2=C1)C(=O)NC1=C(N=NC=C1)Cl 6-(4-((1H-indazol-5-yl)amino)pyrimidin-2-yl)-N-(3-chloro-pyridazin-4-yl)-1H-indole-2-carboxamide